C(C)S(=O)(=O)C1=CC=C(C=C1)C(C(=O)NC1=CC2=C(N=C(S2)CCC2=CC=C(C=C2)C(F)(F)F)C=C1)CO 2-(4-(ethylsulfonyl)phenyl)-3-hydroxy-N-(2-(4-(trifluoromethyl)phenethyl)benzo[d]thiazol-6-yl)propanamide